N-(Bromoacetyl)-L-valyl-L-alanyl-N6-{(2S)-2-amino-4-[{(1R)-1-[1-benzyl-4-(2,5-difluorophenyl)-1H-imidazol-2-yl]-2,2-dimethylpropyl}(glycoloyl)amino]butanoyl}-L-lysine BrCC(=O)N[C@@H](C(C)C)C(=O)N[C@@H](C)C(=O)N[C@@H](CCCCNC([C@H](CCN(C(CO)=O)[C@H](C(C)(C)C)C=1N(C=C(N1)C1=C(C=CC(=C1)F)F)CC1=CC=CC=C1)N)=O)C(=O)O